1-(5-(quinolin-6-yl)pyrrolo[2,1-f][1,2,4]triazin-2-yl)cyclobutane-1,3-diamine N1=CC=CC2=CC(=CC=C12)C=1C=CN2N=C(N=CC21)C2(CC(C2)N)N